C(=O)O.ClC=1C=C2CCCN(C2=C(C1)C1=C2C(=NC=C1)C(=C(S2)CN2C(CCC2=O)=O)F)[C@H]2CNCC2 (R)-1-((7-(6-chloro-1-(pyrrolidin-3-yl)-1,2,3,4-tetrahydroquinolin-8-yl)-3-fluorothieno[3,2-b]pyridin-2-yl)methyl)pyrrolidine-2,5-dione, formic acid salt